COC1=NSC=C1N 3-methoxyisothiazol-4-amine